C1(CC1)N1N=CC2=C(C(=CC=C12)N1C(N(C=C1)C=1N(N=C2C1[C@@H](NCC2)C)C2=CC(=C(C(=C2)C)F)C)=O)F (S)-1-(1-cyclopropyl-4-fluoro-1H-indazol-5-yl)-3-(2-(4-fluoro-3,5-dimethylphenyl)-4-methyl-4,5,6,7-tetrahydro-2H-pyrazolo[4,3-c]pyridin-3-yl)-1,3-dihydro-2H-imidazol-2-one